C1[C@H]([C@@H]([C@@H](C[C@]1(C(=O)O)O)OC(=O)/C=C/C2=CC(=C(C=C2)O)O)OC(=O)/C=C/C3=CC(=C(C=C3)O)O)O 4,5-Di-O-caffeoylquinic acid